OCCNC=1C=C(N)C=CC1 3-(2-hydroxyethyl)amino-aniline